N-cyclopentyl-7-morpholino-5-[(2E)-2-(m-tolylmethylene)hydrazino]thiazolo[5,4-d]pyrimidine-2-carboxamide C1(CCCC1)NC(=O)C=1SC=2N=C(N=C(C2N1)N1CCOCC1)N/N=C/C=1C=C(C=CC1)C